tert-Butyl rel-(2S)-2-(4-acetylpiperazin-1-yl)-2-(4-fluoro-2-{rel-(S)-cyclooctyl[(3-methyl-isoxazole-4-carbonyl)amino]methyl}-1H-benzimidazol-5-yl)acetate C(C)(=O)N1CCN(CC1)[C@H](C(=O)OC(C)(C)C)C1=C(C2=C(NC(=N2)[C@@H](NC(=O)C=2C(=NOC2)C)C2CCCCCCC2)C=C1)F |o1:9,24|